OC[C@H](C)NC(=O)C=1C(N(N=C(C1)C1=CC=C(C=C1)S(=O)(=O)C)C=1C=NN(C1)C)=O (S)-N-(1-hydroxypropan-2-yl)-2-(1-methyl-1H-pyrazol-4-yl)-6-(4-(methylsulfonyl)phenyl)-3-oxo-2,3-dihydropyridazine-4-carboxamide